1-[2-(4-methylpiperazin-1-yl)ethyl]-5-(trifluoromethyl)pyrazol-3-amine CN1CCN(CC1)CCN1N=C(C=C1C(F)(F)F)N